N-(2-(1-phenylethyl)phenyl)acetamide C1(=CC=CC=C1)C(C)C1=C(C=CC=C1)NC(C)=O